ClC=1C(=NC=C(N1)C1=CC(=C(C=C1)N1CCOCC1)F)N 3-chloro-5-(3-fluoro-4-morpholinophenyl)pyrazin-2-amine